1-[2-[4-[3-[1-(5-chloropyrimidin-2-yl)-4-piperidinyl]propoxy]-2-fluoro-phenyl]acetyl]azetidine-3-carboxylic acid ClC=1C=NC(=NC1)N1CCC(CC1)CCCOC1=CC(=C(C=C1)CC(=O)N1CC(C1)C(=O)O)F